5-(1-hydroxyethyl)pyrrolidin OC(C)C1CCCN1